methoxypropyl-myristamide lanthanum(II) [La+2].COCCCC(C(=O)N)CCCCCCCCCCCC